C(CC(C)C)(=O)[O-].[Na+] sodium isovalerate